C(C)(C)(C)S(=O)Cl tertiary butyl-sulfinyl chloride